CC1=NC(=CC(=C1)C1=C(C2=NC=3CC(CCC3C=C2N1)NC(OCC1=CC=CC=C1)=O)C(=C)C)C Benzyl (2-(2,6-dimethylpyridin-4-yl)-3-(prop-1-en-2-yl)-5,6,7,8-tetrahydro-1H-pyrrolo[3,2-b]quinolin-6-yl)carbamate